(1R,2R,6S)-2-azido-6-(5-(3-fluorophenyl)-1H-1,2,3-triazol-1-yl)cyclohexanol N(=[N+]=[N-])[C@H]1[C@@H]([C@H](CCC1)N1N=NC=C1C1=CC(=CC=C1)F)O